O=S1(CCN(CC1)C=1C=C(CN2CCCC23CCN(CC3)C(=O)OC(C(F)(F)F)C(F)(F)F)C=C(C1)C(F)(F)F)=O 1,1,1,3,3,3-Hexafluoropropan-2-yl 1-(3-(1,1-dioxothiomorpholinyl)-5-(trifluoromethyl) benzyl)-1,8-diazaspiro[4.5]decane-8-carboxylate